1-benzyl-N-[(6S)-4-methyl-5-oxo-7,8-dihydro-6H-pyrazolo[1,5-a][1,3]diazepin-6-yl]pyrazole-3-carboxamide C(C1=CC=CC=C1)N1N=C(C=C1)C(=O)N[C@@H]1C(N(C=2N(CC1)N=CC2)C)=O